C1(CC1)N1N=CC(=C1)C1=CC(=NC=C1)N(C(=O)[C@@H]1CC[C@H](CC1)C(=O)O)C[C@@H]1CC[C@H](CC1)C1=NC(=C(C=C1)OC)C trans-4-((4-(1-Cyclopropyl-1H-pyrazol-4-yl)pyridin-2-yl)((trans-4-(5-methoxy-6-methylpyridin-2-yl)-cyclohexyl)methyl)carbamoyl)cyclohexanecarboxylic acid